N-(3',4',5'-tri-fluorobiphenyl-2-yl)-3-difluoromethyl-1-methyl-1H-pyrazole-4-carboxamide FC=1C=C(C=C(C1F)F)C1=C(C=CC=C1)NC(=O)C=1C(=NN(C1)C)C(F)F